CC1=C2C=CC(=NC2=NC=C1)C(=O)OC methyl 5-methyl-1,8-naphthyridine-2-carboxylate